NC/C(/CN1N=CN(C1=O)C1=NC(=CC=C1)C#CC1=CC=2OCCNC2N=C1)=C\F 2-[(E)-2-(aminomethyl)-3-fluoro-allyl]-4-[6-[2-(3,4-dihydro-2H-pyrido[3,2-b][1,4]oxazin-7-yl)ethynyl]-2-pyridyl]-1,2,4-triazol-3-one